2-chloro-3-iodo-6-(trifluoromethyl)pyridine ClC1=NC(=CC=C1I)C(F)(F)F